[(3-{[(2-bromo-5-fluoropyridin-3-yl)oxy]methyl}-5-fluorophenyl)(methyl)oxo-lambda6-sulfanylidene](methyl)amine BrC1=NC=C(C=C1OCC=1C=C(C=C(C1)F)S(=O)(C)=NC)F